CN(CCCNC(=O)C1=C(C(=O)O)C=CC(=C1C(=O)O)C(=O)NCCCN(C)C)C 2,4-bis{(γ-(dimethylamino)propyl)aminocarbonyl}isophthalic acid